dodecyl methacrylate (lauryl methacrylate) C(CCCCCCCCCCC)C=C(C(=O)O)C.C(C(=C)C)(=O)OCCCCCCCCCCCC